Ethyl (1S,4s)-4-(5-(((1S,2R,3S,4R)-3-((3-bromo-4-cyanophenyl)carbamoyl)bicyclo[2.2.1]heptan-2-yl)carbamoyl)-2-fluoro-4-methoxyphenoxy)cyclohexane-1-carboxylate BrC=1C=C(C=CC1C#N)NC(=O)[C@@H]1[C@@H]([C@H]2CC[C@@H]1C2)NC(=O)C=2C(=CC(=C(OC1CCC(CC1)C(=O)OCC)C2)F)OC